ClC=1C=C2C=NC(=NC2=CC1C1CCN(CC1)C1(COC1)C)NC=1C=NN(C1)C12CC(C1)(C2)COC 6-chloro-N-(1-(3-(methoxymethyl)bicyclo[1.1.1]pentan-1-yl)-1H-pyrazol-4-yl)-7-(1-(3-methyloxetan-3-yl)piperidin-4-yl)quinazolin-2-amine